FC1=C(C=C(C(=C1)F)F)[Mg]Br 2,4,5-trifluorophenylmagnesium bromide